3-((7-(6-chloro-4-methyl-3-(pyrrolidin-3-yloxy)pyridin-2-yl)thieno[3,2-b]pyridin-2-yl)methyl)-6,6-dimethyl-3-azabicyclo[3.1.0]hexane-2,4-dione ClC1=CC(=C(C(=N1)C1=C2C(=NC=C1)C=C(S2)CN2C(C1C(C1C2=O)(C)C)=O)OC2CNCC2)C